4-{(S)-2-[(S)-2-(tert-Butoxycarbonyl)-3-methylbutanamido]-2-(4-ethylthiazol-2-yl)ethyl}phenylsulfamic acid C(C)(C)(C)OC(=O)[C@H](C(=O)N[C@@H](CC1=CC=C(C=C1)NS(O)(=O)=O)C=1SC=C(N1)CC)C(C)C